5-methyl-1-(pyridazine-4-yl)-1H-pyrazole-3-carboxylic acid CC1=CC(=NN1C1=CN=NC=C1)C(=O)O